COC1=C(C(=O)P(C(C)(C)C)(C(C2=C(C=CC=C2OC)OC)=O)=O)C(=CC=C1)OC bis(2,6-dimethoxybenzoyl)-t-butylphosphine oxide